(1R,7R)-4-(1-methyl-4-nitro-1H-pyrazol-5-yl)-8-((4-nitrophenyl)sulfonyl)-3-oxa-8-azabicyclo[5.1.0]octane CN1N=CC(=C1C1OC[C@@H]2N([C@@H]2CC1)S(=O)(=O)C1=CC=C(C=C1)[N+](=O)[O-])[N+](=O)[O-]